1-ethyl-1-((S)-2,2,2-trifluoro-1-(5-methoxy-4-(8-methoxyimidazo[1,2-a]pyrazin-6-yl)pyridin-2-yl)ethyl)-3-((S)-1,1,1-trifluoro-4-(methylsulfonyl)butan-2-yl)urea C(C)N(C(=O)N[C@H](C(F)(F)F)CCS(=O)(=O)C)[C@H](C(F)(F)F)C1=NC=C(C(=C1)C=1N=C(C=2N(C1)C=CN2)OC)OC